(2R,4R)-1-cyano-N-(2-((4,4-difluorocyclohexyl)amino)-1-(5-fluoropyridin-3-yl)-2-oxoethyl)-4-hydroxy-N-(4-(1-(trifluoromethyl)cyclopropyl)phenyl)pyrrolidine-2-carboxamide C(#N)N1[C@H](C[C@H](C1)O)C(=O)N(C1=CC=C(C=C1)C1(CC1)C(F)(F)F)C(C(=O)NC1CCC(CC1)(F)F)C=1C=NC=C(C1)F